(S)-4-(2-aminopropyl)-1-(methylimino)-1λ6-thiomorpholine 1-oxide N[C@H](CN1CCS(CC1)(=NC)=O)C